C(C)(C)C=1C(=NNC1C=1C=C(C=2N(C1)N=CN2)C)C2=CC=C(C=C2)C2CN(CCO2)CC(C)(C)C 2-(4-(4-isopropyl-5-(8-methyl-[1,2,4]triazolo[1,5-a]pyridin-6-yl)-1H-pyrazol-3-yl)phenyl)-4-neopentylmorpholine